4-bromo-16-(4-tert-butylphenyl)-8,11,14,16-tetraazatetracyclo[8.6.0.02,7.011,15]Hexadeca-1(10),2,4,6,8,12,14-heptaene BrC=1C=C2C=3N(C4=NC=CN4C3C=NC2=CC1)C1=CC=C(C=C1)C(C)(C)C